N-(4-trifluoromethoxyphenyl)-5-chloro-3-acetylsalicylamide FC(OC1=CC=C(C=C1)NC(C=1C(O)=C(C=C(C1)Cl)C(C)=O)=O)(F)F